1'-(1,2,4-triazin-3-yl)-1,3-dihydrospiro[indene-2,4'-piperidin]-1-amine N1=NC(=NC=C1)N1CCC2(CC1)C(C1=CC=CC=C1C2)N